N[C@@H](CC(=O)O)C(=O)O.N[C@@H](CCCN)C(=O)O L-ornithine L-aspartic acid salt